CN1C(=NC=C1)C(=C)C 1-methyl-2-(1-propen-2-yl)-1H-imidazole